Tristyryl-Phenol C(=CC1=CC=CC=C1)C1=C(C(=C(C=C1)O)C=CC1=CC=CC=C1)C=CC1=CC=CC=C1